Cl.CC(C(=O)O)(C)C1=CC=C(C=C1)O methyl-(4-hydroxyphenyl)propionic acid hydrochloride